BrC1=C(N(N=C1)C)C=1C=C(C=CC1OCCCN(C)C)NC(=O)NC1=C(C=C(C=C1)F)O 1-[3-(4-Bromo-2-methyl-2H-pyrazol-3-yl)-4-(3-dimethylamino-propoxy)-phenyl]-3-(4-fluoro-2-hydroxy-phenyl)-urea